methyl 2-chloro-6-cyanopyridine-3-carboxylate ClC1=NC(=CC=C1C(=O)OC)C#N